C(C)(C)(C)OC(=O)N[C@@H]1C[C@@H](CCC1)C(=O)O (1R,3S)-3-t-butoxycarbonylaminocyclohexanecarboxylic acid